COC(=O)C1NC2=C(C(=CC(=C2C1)Cl)F)Cl 4,7-dichloro-6-fluoro-2,3-dihydro-1H-indole-2-carboxylic acid methyl ester